C(C)(C)N1CCC2(CC(=NO2)C(=O)N[C@@H](CCCCCC(CC)=O)C=2OC(=NN2)C=2C(=NC3=CC=CC=C3C2)OC)CC1 (S)-8-Isopropyl-N-(1-(5-(2-methoxychinolin-3-yl)-1,3,4-oxadiazol-2-yl)-7-oxononyl)-1-oxa-2,8-diazaspiro[4.5]dec-2-en-3-carboxamid